tert-butyl (2-((4-(2-benzamidothiazolo[5,4-c]pyridin-7-yl)-2-(N,N-bis(4-methoxybenzyl)sulfamoyl)-3-(2-(4-methoxybenzyl)-2H-tetrazol-5-yl)phenyl)sulfonyl)ethyl)carbamate C(C1=CC=CC=C1)(=O)NC=1SC=2C=NC=C(C2N1)C1=C(C(=C(C=C1)S(=O)(=O)CCNC(OC(C)(C)C)=O)S(N(CC1=CC=C(C=C1)OC)CC1=CC=C(C=C1)OC)(=O)=O)C=1N=NN(N1)CC1=CC=C(C=C1)OC